4-Allyl-2-meth-oxyphenol C(C=C)C1=CC(=C(C=C1)O)OC